C(C=C)NC(=S)NN1CCOCC1 1-allyl-3-(4-morpholinyl)thiourea